di(propyl)methyl-(isopropoxy)silane C(CC)[Si](OC(C)C)(C)CCC